OCCC(CNCCCN)(O)CCO bis-hydroxyethyl-aminopropyl-hydroxyethyl-amine